(2s,4s)-2-[2-(4-methoxyphenyl)-7-azaspiro[3.5]nonane-7-carbonyl]-7-oxa-5-azaspiro[3.4]octan-6-one COC1=CC=C(C=C1)C1CC2(C1)CCN(CC2)C(=O)C2CC1(C2)NC(OC1)=O